2-(1-(4-(6-((4-chloro-2-fluorobenzyl)oxy)pyridin-2-yl)piperidin-1-yl)-2-methoxy methylethyl)-1-(((S)-oxetan-2-yl)methyl)-1H-benzo[d]imidazole-6-carboxylate ClC1=CC(=C(COC2=CC=CC(=N2)C2CCN(CC2)C(CCOC)C2=NC3=C(N2C[C@H]2OCC2)C=C(C=C3)C(=O)[O-])C=C1)F